L-arginine alpha-ketoglutarate salt O=C(C(=O)O)CCC(=O)O.N[C@@H](CCCNC(N)=N)C(=O)O